(2-((4-(3-bromobenzyl)-5-oxo-4,5-dihydro-1H-tetrazol-1-yl)methyl)-3,3-difluoroallyl)carbamic acid tert-butyl ester C(C)(C)(C)OC(NCC(=C(F)F)CN1N=NN(C1=O)CC1=CC(=CC=C1)Br)=O